COC(C(C(C)=O)C1=CC(=C(C=C1)OC)F)=O 2-(3-fluoro-4-methoxyphenyl)-3-oxobutanoic acid methyl ester